CC1(OB(OC1(C)C)C=1COC2(CC1)CCN(CC2)C(=O)OC(C)(C)C)C tert-butyl 3-(4,4,5,5-tetramethyl-1,3,2-dioxa-borolan-2-yl)-1-oxa-9-azaspiro[5.5]undec-3-ene-9-carboxylate